6-(2-{6-[(3R)-3-Aminopiperidine-1-carbonyl]-3-methylpyrazolo[1,5-a]pyridin-2-yl}-1-(cyclopropylmethyl)-1H-pyrrolo[2,3-b]pyridin-6-yl)-8-fluoro-5-methyl-1,2-dihydroquinolin-2-one N[C@H]1CN(CCC1)C(=O)C=1C=CC=2N(C1)N=C(C2C)C2=CC=1C(=NC(=CC1)C=1C(=C3C=CC(NC3=C(C1)F)=O)C)N2CC2CC2